ClC=1C=C(C=CC1)C(CO)NC(=O)C1=CN(C=C1)C1=NC(=NC=C1C)NC1=CC=C(C=C1)N1CCOCC1 N-(1-(3-chlorophenyl)-2-hydroxyethyl)-1-(5-methyl-2-((4-morpholinylphenyl)amino)pyrimidin-4-yl)-1H-pyrrole-3-amide